SCCC[Si](OCC)(OCC)OCC 3-mercapto-1-propyl-triethoxysilane